CON(C(=O)C1=NC=C(C=C1)C(F)(F)F)C N-methoxy-N-methyl-5-(trifluoromethyl)pyridine-2-carboxamide